1-methyl-quinolinium chloride [Cl-].C[N+]1=CC=CC2=CC=CC=C12